2-(1-(4-amino-3-(3-ethoxyphenyl)-1H-pyrazolo[3,4-d]pyrimidin-1-yl)ethyl)-3-(3-fluorophenyl)-4H-chromen-4-one NC1=C2C(=NC=N1)N(N=C2C2=CC(=CC=C2)OCC)C(C)C=2OC1=CC=CC=C1C(C2C2=CC(=CC=C2)F)=O